3-methyl-3-(1-naphthyl)phthalide CC1(OC(=O)C2=CC=CC=C12)C1=CC=CC2=CC=CC=C12